[Si](C)(C)(C(C)(C)C)OCC1=CC(=CC2=CN(N=C12)C)NC(=O)C1=CC=C(C2=C1N=C(S2)OC)N2C[C@@H](N([C@H](C2)C)C(=O)OC(C)(C)C)C tert-butyl (2S,6S)-4-(4-((7-(((tert-butyldimethylsilyl)oxy)methyl)-2-methyl-2H-indazol-5-yl)carbamoyl)-2-methoxybenzo[d]thiazol-7-yl)-2,6-dimethylpiperazine-1-carboxylate